FC(C(=O)O)(F)F.C1(CCCC1)NC(CCN1N=CC(=C1)C1=CC(=NC=C1)C=1NC(=CN1)C1=CC=CC=C1)=O N-cyclopentyl-3-(4-(2-(5-phenyl-1H-imidazol-2-yl)pyridin-4-yl)-1H-pyrazol-1-yl)propanamide trifluoroacetate salt